2,6-Difluoro-3-{6-[methyl-(7H-pyrrolo[2,3-d]pyrimidin-4-yl)-amino]-2-aza-spiro[3.3]heptane-2-carbonyl}-benzonitrile FC1=C(C#N)C(=CC=C1C(=O)N1CC2(C1)CC(C2)N(C=2C1=C(N=CN2)NC=C1)C)F